OC1CN(C1)C1=C(C=C(C=C1)C(F)(F)F)NS(=O)(=O)C=1C=C(C(=O)O)C=CC1OC 3-(N-(2-(3-hydroxyazetidin-1-yl)-5-(trifluoromethyl)phenyl)sulfamoyl)-4-methoxybenzoic acid